COC1=CC=C(CCBr)C=C1 4-methoxyphenethyl bromide